Cl.FC1=C2C3CCC(C2=C(C=C1)F)N3C(C)C 3,6-difluoro-11-(prop-2-yl)-11-azatricyclo[6.2.1.02,7]Undec-2,4,6-triene hydrochloride